OCCOC(\C=C\C(=O)O)=O fumaric acid monohydroxyethyl ester